4-carboxy-3-chloropyridine 1-oxide C(=O)(O)C1=C(C=[N+](C=C1)[O-])Cl